2,4-dihydroxy-4'-n-decylbenzophenone OC1=C(C(=O)C2=CC=C(C=C2)CCCCCCCCCC)C=CC(=C1)O